((6-fluoro-2-methyl-1,2,3,4-tetrahydroisoquinolin-7-yl)amino)-5-((2-(trifluoromethyl)phenyl)amino)-1,2,4-triazine-6-carboxamide FC=1C=C2CCN(CC2=CC1NC=1N=NC(=C(N1)NC1=C(C=CC=C1)C(F)(F)F)C(=O)N)C